C(C1=CC=CC=C1)(=O)NNC(=O)C1=C(C2=C(CN(C2)C2=NOC(C2)(C(F)(F)F)C2=CC(=C(C(=C2)Cl)F)Cl)S1)C N'-benzoyl-5-(5-(3,5-dichloro-4-fluorophenyl)-5-(trifluoromethyl)-4,5-dihydroisoxazol-3-yl)-3-methyl-5,6-dihydro-4H-thieno[2,3-c]pyrrole-2-carbohydrazide